Methyl 2,3-dihydro-1H-indene-4-carboxylate C1CCC=2C(=CC=CC12)C(=O)OC